3-ethyl-thiazolinesulfonic acid C(C)N1C(SC=C1)S(=O)(=O)O